tert-butyl N-[4-(1,1-difluoro-2-piperazin-1-yl-ethyl)cyclohexyl]carbamate FC(CN1CCNCC1)(F)C1CCC(CC1)NC(OC(C)(C)C)=O